ClC1=CC(=CC(=N1)N1CCN(CC1)S(=O)(=O)C1=CC=C(C=C1)N1C(OC(C1)CN1CC2(C1)CNC2)=O)C(F)(F)F 3-[4-[4-[6-chloro-4-(trifluoromethyl)-2-pyridinyl]piperazin-1-yl]sulfonylphenyl]-5-(2,6-diazaspiro[3.3]heptan-2-ylmethyl)oxazolidin-2-one